Br.BrC=1C(=NC=NC1)O 5-bromopyrimidin-4-ol hydrobromide